COC1=CC=C(CN(C=2C=CC(=C(C2)C=2C3=C(C=4C(=NC(=NC4C2F)Cl)N2C[C@H]4CC[C@@H](C2)N4C(=O)OC(C)(C)C)C=C(O3)C)C(F)(F)F)CC3=CC=C(C=C3)OC)C=C1 tert-butyl (1R,5S)-3-(6-(5-(bis(4-methoxybenzyl)amino)-2-(trifluoromethyl)phenyl)-3-chloro-5-fluoro-8-methylfuro[3,2-f]quinazolin-1-yl)-3,8-diazabicyclo[3.2.1]octane-8-carboxylate